4-(aminomethyl)-6-(1-methyl-5-(4-methyl-1-oxo-2,3-dihydro-1H-isoindol-2-yl)-1H-pyrazol-4-yl)phthalazin-1(2H)-one NCC1=NNC(C2=CC=C(C=C12)C=1C=NN(C1N1C(C2=CC=CC(=C2C1)C)=O)C)=O